3-[4-[2-[1-[[4-(Aminomethyl)phenyl]methyl]-4-piperidyl]ethynyl]-3-methyl-2-oxo-benzimidazol-1-yl]piperidine-2,6-dione NCC1=CC=C(C=C1)CN1CCC(CC1)C#CC1=CC=CC=2N(C(N(C21)C)=O)C2C(NC(CC2)=O)=O